C(C)(C)(C)OC(=O)NC(/C=C/C(=O)OCC)(C)C ethyl (E)-4-((tert-butoxycarbonyl)amino)-4-methylpent-2-enoate